C(C)(C)(C)O[C@@H]1[C@@H]([C@@H](C1)NC(OC(C)(C)C)=O)C(=O)N1C(OC[C@H]1C1=CC=CC=C1)=O tert-butyl N-[(1R,2R,3S)-3-tert-butoxy-2-[(4R)-2-oxo-4-phenyl-oxazolidine-3-carbonyl]cyclobutyl]carbamate